2-(7-(3,4-dichlorophenyl)-2-(ethylsulfonyl)pyrazolo[1,5-a]pyrimidin-3-yl)-3-methyl-6-(trifluoromethyl)-3H-imidazo[4,5-b]pyridine ClC=1C=C(C=CC1Cl)C1=CC=NC=2N1N=C(C2C2=NC=1C(=NC=C(C1)C(F)(F)F)N2C)S(=O)(=O)CC